N(O)=C1C=CC(C=C1)=C(C#N)C1=CC=CC=C1 alpha-(4-oximino-2,5-cyclohexadien-1-ylidene)phenylacetonitrile